2-(cis-3-((5-(1-(2,2-difluoroethyl)-1H-benzo[d][1,2,3]triazol-6-yl)-4-methoxypyrrolo[2,1-f][1,2,4]triazin-2-yl-7-d)amino)cyclobutoxy)ethan-1-ol FC(CN1N=NC2=C1C=C(C=C2)C=2C=C(N1N=C(N=C(C12)OC)N[C@H]1C[C@H](C1)OCCO)[2H])F